3-methyl-N-(6-methyl-1-(4-(trifluoromethyl)benzyl)-1H-pyrazolo[3,4-b]pyridin-3-yl)isoxazole-4-carboxamide CC1=NOC=C1C(=O)NC1=NN(C2=NC(=CC=C21)C)CC2=CC=C(C=C2)C(F)(F)F